(2S,4R)-1-[2-[3-(2-bromoethoxy)-1,2-oxazol-5-yl]-3-methylbutanoyl]-4-hydroxy-N-[[4-(4-methyl-1,3-thiazol-5-yl)phenyl]methyl]pyrrolidine-2-carboxamide BrCCOC1=NOC(=C1)C(C(=O)N1[C@@H](C[C@H](C1)O)C(=O)NCC1=CC=C(C=C1)C1=C(N=CS1)C)C(C)C